C(C)(C)(C)OC(=O)N(C1=C2N=CN(C2=NC=N1)CC1=C(C=CC(=C1C=O)F)N1C[C@](CC1)(C(=O)OC)NC(=O)OC(C)(C)C)C(=O)OC(C)(C)C methyl (R)-1-(2-((6-(bis(tert-butoxycarbonyl)amino)-9H-purin-9-yl)methyl)-4-fluoro-3-formylphenyl)-3-((tert-butoxycarbonyl)amino)pyrrolidine-3-carboxylate